N1(C=NC=C1)C1=CC=C(C=N1)C#CC=1N=CC(=NC1F)N1C[C@@H](N(CC1)C(=O)OC(C)(C)C)COC tert-butyl (R)-4-(5-((6-(1H-imidazol-1-yl)pyridin-3-yl)ethynyl)-6-fluoropyrazin-2-yl)-2-(methoxymethyl)piperazine-1-carboxylate